trans-tert-butyl N-[3-hydroxy-4-piperidyl]carbamate O[C@@H]1CNCC[C@H]1NC(OC(C)(C)C)=O